C(C1=CC=CC=C1)O[C@](C(F)(F)F)(CCCCC[C@@H](C)O[Si](C1=CC=CC=C1)(C1=CC=CC=C1)C(C)(C)C)C1=NN=C(O1)C1=NC(=C(C=C1NC(OC(C)(C)C)=O)C(F)(F)F)S(=O)(=O)C tert-butyl N-(2-{5-[(2R,8R)-2-(benzyloxy)-8-[(tert-butyldiphenylsilyl)oxy]-1,1,1-trifluorononan-2-yl]-1,3,4-oxadiazol-2-yl}-6-methanesulfonyl-5-(trifluoromethyl)pyridin-3-yl)carbamate